phthalic acid Sodium disodium [Na].[Na].[Na].C(C=1C(C(=O)O)=CC=CC1)(=O)O